C(C)(C)(C)C1=CC=C(C=C1)N(C(=O)[C@@H]1NC[C@H](C1)O)C(C(=O)NC1CCCCC1)C=1C=NC=CC1 (2R,4S)-N-(4-(tert-butyl)phenyl)-N-(2-(cyclohexylamino)-2-oxo-1-(pyridin-3-yl)ethyl)-4-hydroxypyrrolidine-2-carboxamide